amino-2-hydroxy-4-nitrobenzene NC1=C(C=C(C=C1)[N+](=O)[O-])O